COC1=NC2=CC=CC=C2C=C1C1=CN=C(N1)[C@H](CCCCCC(CC)=O)NC(=O)[C@H]1CC12CCN(CC2)CCC (S)-N-((S)-1-(5-(2-Methoxychinolin-3-yl)-1H-imidazol-2-yl)-7-oxononyl)-6-propyl-6-azaspiro[2.5]octan-1-carboxamid